(3-ACRYLAMIDOPROPYL)TRIMETHYL-AMMONIUM CHLORIDE [Cl-].C(C=C)(=O)NCCC[N+](C)(C)C